1-((5-(5-(difluoromethyl)-1,3,4-oxadiazol-2-yl)pyridin-2-yl)methyl)-3-methyl-5-(5-methylfuran-2-yl)-1,3-dihydro-2H-benzo[d]imidazol-2-one FC(C1=NN=C(O1)C=1C=CC(=NC1)CN1C(N(C2=C1C=CC(=C2)C=2OC(=CC2)C)C)=O)F